C[C@H]1CN(CC[C@@H]1NC(=O)C1=CC(=CC=2N(C=NC21)CC(F)(F)F)C#CCNC=2C(OC)=CC=C(C2)C(NC)=O)C2CCC(CC2)C#N N-{(3S,4S)-3-methyl-1-[(1r,4S)-4-cyanocyclohexyl]-4-piperidyl}-6-{3-[4-(N-methylcarbamoyl)-2-anisidino]-1-propynyl}-1-(2,2,2-trifluoroethyl)-1H-1,3-benzimidazole-4-carboxamide